NC1=C2C(=NC=N1)N(N=C2C2=CC=C(C=C2)OC2=CC=CC=C2)C2CCN(CC2)C2CCNCC2 4-(4-amino-3-(4-phenoxyphenyl)-1H-pyrazolo[3,4-d]pyrimidin-1-yl)-[1,4'-bipiperidin]